6-((1H-pyrazol-1-yl)methyl)-4-methoxybenzo[d]isothiazol-3-amine N1(N=CC=C1)CC1=CC2=C(C(=NS2)N)C(=C1)OC